3,5-Bis-BOC-aminobenzoic acid CC(C)(C)OC(=O)NC1=CC(=CC(=C1)C(=O)O)NC(=O)OC(C)(C)C